COC=1C=C(C=C(C1OC)OC)N1C=NC2=C1C=C(C=C2)C(=O)N (3,4,5-trimethoxyphenyl)-1H-benzo[d]imidazole-6-carboxamide